(3S)-3-({8-carbamoyl-6-[2-(trifluoromethyl)pyridin-3-yl]pyrido[3,2-d]pyrimidin-4-yl}amino)piperidine-1-carboxylic acid tert-butyl ester C(C)(C)(C)OC(=O)N1C[C@H](CCC1)NC=1C2=C(N=CN1)C(=CC(=N2)C=2C(=NC=CC2)C(F)(F)F)C(N)=O